[13C]([13CH2][13CH2][13CH2][13CH2][13CH2][13CH2][13CH2]\[13CH]=[13CH]/[13CH2]\[13CH]=[13CH]/[13CH2][13CH2][13CH2][13CH2][13CH3])(=O)O [13C18]Linoleic acid